N-(6-fluoro-4-methoxypyridin-3-yl)-3-(2-isopropylphenyl)-1-sulfamoylazetidine-3-carboxamide FC1=CC(=C(C=N1)NC(=O)C1(CN(C1)S(N)(=O)=O)C1=C(C=CC=C1)C(C)C)OC